C=1C=CN2C1CN(C1=C(C2)C=CC=C1)C(=O)C1=C(C=C(C=C1)\N=N\C1=C(C=CC=C1)C)Cl (E)-(5H-benzo[e]pyrrolo[1,2-a][1,4]diazepin-10(11H)-yl)(2-chloro-4-(o-tolyldiazenyl)phenyl)methanone